N[C@@H]1[C@@H](OCC12CCN(CC2)C=2N=CC(=NC2)SC=2C(=C(C=CC2)NC(=O)NS(=O)(=O)C2CCC2)Cl)C N-((3-((5-((3S,4S)-4-amino-3-methyl-2-oxa-8-azaspiro[4.5]decan-8-yl)pyrazin-2-yl)thio)-2-chlorophenyl)carbamoyl)cyclobutanesulfonamide